C(C)(=O)O[C@H]1[C@@H](O[C@]([C@H]1OCC1=CC=CC=C1)(CF)COCC1=CC=CC=C1)N1C(N=C(C=C1)N)=O (2R,3R,4S,5R)-2-(4-amino-2-oxopyrimidin-1(2H)-yl)-4-(benzyloxy)-5-((benzyloxy)methyl)-5-(fluoromethyl)tetrahydrofuran-3-yl acetate